O1C=NC(=C1)C1=CC=C(OC2CC(C2)N2N=C3N(C2=O)[C@@H](CC3)C3=NC=CN=C3)C=C1 (S)-2-((1r,3S)-3-(4-(oxazol-4-yl)phenoxy)cyclobutyl)-5-(pyrazin-2-yl)-2,5,6,7-tetrahydro-3H-pyrrolo[2,1-c][1,2,4]triazol-3-one